N1=C(C=CC=C1)OB(O)O pyridyl-boric acid